FC=1C=C2C(=C(COC2=CC1)CNCCN(C)C)C1=CC=C(C=C1)F N1-((6-fluoro-4-(4-fluorophenyl)-2H-chromen-3-yl)methyl)-N2,N2-dimethylethane-1,2-diamine